2-[2-[5-[2-[1-(6,7-dihydro-5H-pyrrolo[1,2-c]imidazol-1-yl)-2-oxo-2-(thiazol-2-ylamino)ethyl]-7-fluoro-3-oxo-isoindol-5-yl]-2-pyridinyl]-2,6-diazaspiro[3.3]heptan-6-yl]acetic acid C1(=C2N(C=N1)CCC2)C(C(NC=2SC=CN2)=O)N2CC1=C(C=C(C=C1C2=O)C=2C=CC(=NC2)N2CC1(C2)CN(C1)CC(=O)O)F